C(CCC)N(C(=O)NC1=CC=CC=C1)C N-butyl-N-methylphenyl-urea